ClC=1C(=NC(=NC1)NC1CCOCC1)C1=CC=C2CN(C(C2=C1)=O)CC(N1CCOC2=C(C1)C=CC=C2)=O 6-{5-chloro-2-[(oxan-4-yl)amino]pyrimidin-4-yl}-2-[2-oxo-2-(2,3,4,5-tetrahydro-1,4-benzoxazepin-4-yl)ethyl]-2,3-dihydro-1H-isoindol-1-one